1-(6-oxo-5-(trifluoromethyl)-1,6-dihydropyridazin-4-yl)pyrrolidin O=C1C(=C(C=NN1)N1CCCC1)C(F)(F)F